C(C)(=O)OC(C(S(=O)(=O)C1=CC=CC=C1)C1=C(C(=CC=C1)OC)C)C1CCS(CC1)(=O)=O 1-(1,1-dioxidotetrahydro-2H-thiopyran-4-yl)-2-(3-methoxy-2-methylphenyl)-2-(phenylsulfonyl)ethyl acetate